3-(2-methylindolin-1-yl)-4-phenyl-1H-pyrrole-2,5-dione CC1N(C2=CC=CC=C2C1)C=1C(NC(C1C1=CC=CC=C1)=O)=O